F[C@@]1([C@@](O[C@@H]([C@H]1O)CO)(N1C=NC=2C(=O)NC(N)=NC12)[C@H]1C[C@H](O)[C@H](O)CO1)O deoxy-2'-fluoro-beta-D-arabinosyl-guanosine